CC=1N(C(=C2CCCCC12)C1=CC2=CC=CC=C2C=C1)C=1C=CC=C2C=CC(=CC12)O 8-(1-methyl-3-(naphthalen-2-yl)-4,5,6,7-tetrahydro-2H-isoindol-2-yl)naphthalen-2-ol